C(C)P([O-])(=O)CC.C(C)P([O-])(=O)CC.C(C)P([O-])(=O)CC.[Al+3] aluminum tris(diethylphosphinate) salt